ClC1=C(C=NC2=CC=C(C=C12)Cl)S(=O)(=O)N1C=CS(C=C1)(=O)=O 4-[(4,6-dichloro-3-quinolinyl)sulfonyl]-1,4-thiazine 1,1-dioxide